S(N)(O[C@H]1CC[C@H]2[C@@H]3CCC=4C=C(C(=CC4[C@H]3CC[C@]12C)OC)OS(N)(=O)=O)(=O)=O [(8R,9S,13S,14S,17S)-2-methoxy-13-methyl-3-sulfamoyloxy-6,7,8,9,11,12,14,15,16,17-decahydrocyclopenta[a]phenanthren-17-yl] sulfamate